tert-butyl 4-(5-(5-(2,3-dihydro-1H-inden-4-yl)-6-methoxy-1-(4-methoxybenzyl)-1H-pyrazolo[4,3-b]pyridin-3-yl)pyridin-2-yl)piperidine-1-carboxylate C1CCC2=C(C=CC=C12)C1=C(C=C2C(=N1)C(=NN2CC2=CC=C(C=C2)OC)C=2C=CC(=NC2)C2CCN(CC2)C(=O)OC(C)(C)C)OC